CN(C(=O)C1=CC2=C(N=C(N=C2)NC=2N=CC(=NC2)N2CCN(CC2)CCO)N1C1CCCC1)C 7-Cyclopentyl-2-[4-(2-hydroxyethyl)-3,4,5,6-tetrahydro-2H-[1,2']bipyrazinyl-5'-ylamino]-7H-pyrrolo[2,3-d]pyrimidine-6-carboxylic acid dimethylamide